ClC=1C(=CC(=C(C1)NC1=NC(=NC=N1)NC=1C(=CC(=C(C1)NC(C=C)=O)N1C[C@@H](CC1)N(C)C)OC)[C@](C)(CC)O)F N-(5-(4-(5-chloro-4-fluoro-2-((S)-2-hydroxybut-2-yl)phenylamino)-1,3,5-triazin-2-ylamino)-2-((R)-3-(dimethylamino)pyrrolidin-1-yl)-4-methoxyphenyl)acrylamide